tert-butyl N-(5-bromo-3-methyl-2-pyridinyl)-N-prop-2-ynyl-carbamate BrC=1C=C(C(=NC1)N(C(OC(C)(C)C)=O)CC#C)C